C(CC=C)N1C(C2=C(C(=C1)C1=CC(=CC=3NC=NC31)C(=O)N(C)C)C=CN2)=O 4-(6-(but-3-en-1-yl)-7-oxo-6,7-dihydro-1H-pyrrolo[2,3-c]pyridin-4-yl)-N,N-dimethyl-1H-benzo[d]imidazole-6-carboxamide